Cl.ClC1=CC=C(C=C1)S(=O)(=O)NC=1C(=NC=C(C1)C1=CC=2C3=C(C=NC2C=C1F)N(C(C31CC1)=O)C)OCCCN(C)C 4-Chloro-N-(2-(3-(dimethylamino)propoxy)-5-(7'-fluoro-3'-methyl-2'-oxo-2',3'-dihydrospiro[cyclopropane-1,1'-pyrrolo[2,3-c]quinolin]-8'-yl)pyridin-3-yl)benzenesulfonamide hydrochloride